4-thiocarbonyl-5-hydroxy-imidazole C(=S)=C1N=CN=C1O